1-((2R,4S)-4-(4-amino-3-((2,6-difluoro-3,5-dimethoxyphenyl)ethynyl)-7-(thiazol-2-yl)-1H-pyrazolo[4,3-c]pyridin-1-yl)-2-(methoxymethyl)pyrrolidin-1-yl)prop-2-en-1-one NC1=NC=C(C2=C1C(=NN2[C@H]2C[C@@H](N(C2)C(C=C)=O)COC)C#CC2=C(C(=CC(=C2F)OC)OC)F)C=2SC=CN2